N2,N2,N6,N6-tetrakis(2-methoxyethyl)-4,8-bis(4-(5-methyl-1,3,4-oxadiazol-2-yl)piperazin-1-yl)pyrimido[5,4-d]pyrimidine-2,6-diamine COCCN(C=1N=C(C2=C(N1)C(=NC(=N2)N(CCOC)CCOC)N2CCN(CC2)C=2OC(=NN2)C)N2CCN(CC2)C=2OC(=NN2)C)CCOC